C(C=C)N1[C@H]([C@@]2(CC[C@](C1)(N2C(=O)OC(C)(C)C)F)F)C(=C)C tert-butyl (1R,2S,5S)-3-allyl-1,5-difluoro-2-(prop-1-en-2-yl)-3,8-diazabicyclo[3.2.1]octane-8-carboxylate